N1=C(N=CC=C1)CC=NNC(C#N)C (2-(2-pyrimidin-2-ylethylidene)hydrazino)propanenitrile